C(C)C1=C(C(=CC(=C1C)C)CC)O 2,6-diethyl-3,4-dimethylphenol